2,5-dimethyl-2-t-butylperoxy-5-hydroperoxyhexane CC(C)(CCC(C)(OO)C)OOC(C)(C)C